C(C)C(COC(C1=CC=C(C=C1)NC1=NC(=NC(=N1)NC1=CC=C(C=C1)C(=O)OCC(CCCC)CC)NC1=CC=C(C(=O)OCC(CCCC)CC)C=C1)=O)CCCC 4-[[4,6-bis[[4-(2-ethylhexoxy-oxomethyl)phenyl]amino]-1,3,5-triazin-2-yl]amino]benzoic acid, 2-ethylhexyl ester